CC1=C[C@H]([C@@H](CC1)C(=C)C)C1=C(C=C(C=C1O)CCCCC)O (1R-trans)-2-[3-methyl-6-(1-methylvinyl)-2-cyclohexen-1-yl]-5-pentyl-1,3-benzenediol